1-(3-fluoro-5-methyl-4-(3-(1-(tetrahydro-2H-pyran-4-yl)-1H-pyrazol-4-yl)-1H-pyrazolo[3,4-c]pyridin-5-yl)phenyl)-N-methyl-methylamine FC=1C=C(C=C(C1C=1C=C2C(=CN1)NN=C2C=2C=NN(C2)C2CCOCC2)C)CNC